C(C1=CC=CC=C1)N(C1CCC(CC1)N(C(OC(C)(C)C)=O)C)CC1=CC=CC=C1 tert-butyl ((1s,4s)-4-(dibenzylamino)cyclohexyl)(methyl)carbamate